[Ni](Cl)Cl.C(=C)N1C=NC=C1 (1-vinyl-imidazole) nickel (II) chloride